CN1C(OC2=C1C=CC(=C2)C2CCNC1(COC1)C2)=O 3-methyl-6-(2-oxa-5-azaspiro[3.5]non-8-yl)-1,3-benzoxazol-2-one